1-phenylmethaneamine C1(=CC=CC=C1)CN